C1(CC1)NC(C1=C(C=C(C=C1OC)C1=CN=C2N1C=CC(=C2)OCCCN2CCNCC2)OC(F)F)=O N-cyclopropyl-2-(difluoromethoxy)-6-methoxy-4-[7-(3-piperazin-1-ylpropoxy)imidazo[1,2-a]pyridin-3-yl]benzamide